(S)-4-Fluoro-3-methyl-3,6-dihydropyridine-1,3(2H)-dicarboxylic acid-1-(tert-butyl)ester C(C)(C)(C)OC(=O)N1C[C@](C(=CC1)F)(C(=O)O)C